([{[{2-chloro-5-[2'-methyl-5'-(pentafluoroethyl)-4'-(trifluoromethyl)-2'H-[1,3'-bipyrazol]-4-yl]benzoyl}(1-cyanocyclopropyl)amino]methoxy}carbonyl]oxy)ethyl butanedioate C(CCC(=O)[O-])(=O)OCCOC(=O)OCN(C1(CC1)C#N)C(C1=C(C=CC(=C1)C=1C=NN(C1)C=1N(N=C(C1C(F)(F)F)C(C(F)(F)F)(F)F)C)Cl)=O